C(C)(C)(C)C12CN(CCC2(C1)C1=NC(=CC=C1)OCC1=C(C=C(C=C1)C#N)F)C(=O)OC=1N(N=C(C1)C(F)(F)F)C(C)C 2-isopropyl-5-(trifluoromethyl)pyrazol-3-ol Tert-butyl-6-(6-((4-cyano-2-fluorobenzyl)oxy)pyridin-2-yl)-3-azabicyclo[4.1.0]heptane-3-carboxylate